(R)-5-((E)-pyrrolidin-3-ylvinyl)pyrimidine mono-citrate C(CC(O)(C(=O)O)CC(=O)O)(=O)O.N1C[C@H](CC1)/C=C/C=1C=NC=NC1